(3R)-3-amino-7-(3-tert-butylpyrazol-1-yl)-5-[(4-chlorophenyl)methyl]-8-fluoro-1,1-dioxo-2,3-dihydro-1λ6,5-benzothiazepin-4-one N[C@H]1CS(C2=C(N(C1=O)CC1=CC=C(C=C1)Cl)C=C(C(=C2)F)N2N=C(C=C2)C(C)(C)C)(=O)=O